Cl.Cl.C1(CCC1)C1=C2C=CC(=CC2=CC=C1)O 5-cyclobutylnaphthalen-2-ol dihydrochloride